C(C)(C)(C)OC(NC(COC1=C(C=C(C=C1)F)CCl)(C)C)=O {1-[2-(chloromethyl)-4-fluorophenoxy]-2-methylpropan-2-yl}carbamic acid tert-butyl ester